S(=O)([O-])[O-].[K+].N1=C(C=CC=C1)C(C1=NC=CC=C1)C=C[SiH3].[K+] di(2-pyridyl)methylvinylsilane potassium sulphite salt